4-(benzofuran-4-yloxy)-2-chlorobenzoic acid O1C=CC2=C1C=CC=C2OC2=CC(=C(C(=O)O)C=C2)Cl